N1=C(N=CC2=CC=CC=C12)N[C@H]1CN(CC1)C(=O)C1=CC=C(C=C1)NC(OC(C)(C)C)=O (R)-tert-butyl (4-(3-(quinazolin-2-ylamino)pyrrolidine-1-carbonyl)phenyl)carbamate